methyl 4-(N-(2,4-dimethoxybenzyl)-N-(1,2,4-thiadiazol-5-yl) sulfonylamino)-2,5-difluoro-benzoate COC1=C(CN(S(=O)(=O)C2=NC=NS2)C2=CC(=C(C(=O)OC)C=C2F)F)C=CC(=C1)OC